OCC=1C=NC=2CCN(CC2C1)C(=O)OC(C)(C)C Tert-Butyl 3-(hydroxymethyl)-7,8-dihydro-5H-1,6-naphthyridine-6-carboxylate